(R)-3-amino-N-(5-chloro-6-(2H-1,2,3-triazol-2-yl)pyridin-3-yl)-2,8-dimethyl-8-(trifluoromethyl)-7,8-dihydro-6H-pyrazolo[1,5-a]pyrrolo[2,3-e]pyrimidine-6-carboxamide NC=1C(=NN2C1N=CC1=C2[C@@](CN1C(=O)NC=1C=NC(=C(C1)Cl)N1N=CC=N1)(C(F)(F)F)C)C